C(C1=CC=CC=C1)OC1C(P(OC(C1OCC1=CC=CC=C1)COCC1=CC=CC=C1)(=O)CC(C)C1=CC=CC=C1)O 4,5-bis-benzyloxy-6-benzyloxymethyl-2-phenylpropyl-2-oxo-2λ5-[1,2]oxaphosphinan-3-ol